ClC=1C=CC(=NC1)OC1CCC2(C(NC3=CC=C(C=C23)C(=O)NCC)=O)CC1 4-[(5-chloro-2-pyridyl)oxy]-N-ethyl-2'-oxo-spiro[cyclohexane-1,3'-indoline]-5'-carboxamide